4-methylphenyl 2,4-dinitrobenzenesulfonate [N+](=O)([O-])C1=C(C=CC(=C1)[N+](=O)[O-])S(=O)(=O)OC1=CC=C(C=C1)C